2-methyl-5-{2-[methyl-(9-methyl-9-azabicyclo[3.3.1]non-3-yl)amino][1,3]thiazolo[4,5-c]pyridin-6-yl}-2H-indazole-7-carbonitrile CN1N=C2C(=CC(=CC2=C1)C1=CC2=C(C=N1)N=C(S2)N(C2CC1CCCC(C2)N1C)C)C#N